COC1=C(C=CC(=C1)N1CCN(CC1)C)NC1=NC=CC(=C1)NC=1C=C(C=C2CCN(C12)C(C)=O)C 1-(7-((2-((2-Methoxy-4-(4-methylpiperazin-1-yl)phenyl)amino)pyridin-4-yl)amino)-5-methylindolin-1-yl)ethan-1-one